ClC=1C=NC=C(C1NC(C1=CC(=C(C=C1)OC(F)F)OCCCCCCCNC1=C2C(N(C(C2=CC=C1)=O)C1C(NC(CC1)=O)=O)=O)=O)Cl N-(3,5-Dichloropyridin-4-yl)-4-(difluoromethoxy)-3-((7-((2-(2,6-dioxopiperidin-3-yl)-1,3-dioxoisoindolin-4-yl)amino)heptyl)oxy)benzamide